N1=CC=C2N1C=CCN(C2)C(=O)[O-] 4H-pyrazolo[1,5-a][1,4]diazepine-5(6H)-carboxylate